N1=C(C=CC(=C1)CC#N)C1=NC=C(C=C1)CC#N 2,2'-([2,2'-bipyridine]-5,5'-diyl)diacetonitrile